FC=1C=CC=C2C(=NNC12)C(=O)N[C@@H]1CN(CC1)C 7-fluoro-N-((S)-1-methylpyrrolidin-3-yl)-1H-indazole-3-carboxamide